Eicosan-1-ol C(CCCCCCCCCCCCCCCCCCC)O